diamino-5,5'-dimethylbiphenyl NC=1C(=C(C=C(C1)C)C1=CC=CC(=C1)C)N